FC1(C(CNC1)NC1=NC(=CC=C1)C1=CN=C2N1C=CC(=C2)OC(C)C)F N-(4,4-difluoropyrrolidin-3-yl)-6-(7-isopropoxyimidazo[1,2-a]pyridin-3-yl)pyridin-2-amine